FC(C=C)(C(C(F)(F)F)F)C(F)(F)F 3,4,5,5,5-pentafluoro-3-(trifluoromethyl)pent-1-ene